CN1N=CC(=C1)C1=CC=C2C(=N1)C(=CS2)C=2C=CC(=NC2)N2CCOCC2 4-(5-(5-(1-methyl-1H-pyrazol-4-yl)thieno[3,2-b]pyridin-3-yl)pyridin-2-yl)morpholine